(5-Chloro-1-(difluoromethyl)-3-iodo-1H-pyrrolo[3,2-b]pyridin-7-yl)(furan-2-ylmethyl)carbamic acid tert-butyl ester C(C)(C)(C)OC(N(CC=1OC=CC1)C1=C2C(=NC(=C1)Cl)C(=CN2C(F)F)I)=O